C(C)OC(=O)C=1C(=NC(=NC1)SC)N[C@@H]1[C@H]2CC[C@@H](C1)C2 Ethyl-4-((1S,2S,4R)-bicyclo[2.2.1]heptan-2-ylamino)-2-(methylthio)pyrimidine-5-carboxylate